5,15-dibromo-10,20-bis(2-octylundecyl)-porphyrin BrC=1C2=CC=C(N2)C(=C2C=CC(C(=C3C=CC(=C(C=4C=CC1N4)CC(CCCCCCCCC)CCCCCCCC)N3)Br)=N2)CC(CCCCCCCCC)CCCCCCCC